ClC1=C(CN2CC(C(CC2)(O)C=2C=C(C(=O)N)C=CC2)CN(C)C)C=CC(=C1)F 3-((2-chloro-4-fluoro-benzyl)-3-dimethylaminomethyl-4-hydroxy-piperidin-4-yl)-benzamide